N-(4-(3,5-dimethylisoxazol-4-yl)-2-methoxyphenyl)-5-(1-methyl-1H-pyrazol-4-yl)isoquinolin-3-amine CC1=NOC(=C1C1=CC(=C(C=C1)NC=1N=CC2=CC=CC(=C2C1)C=1C=NN(C1)C)OC)C